2-chloro-6-methylsulfinyl-4-piperidylpyrimido[5,4-D]pyrimidine ClC1NC(CC(C1)C=1N=CC2=C(N1)C=NC=N2)S(=O)C